{(1S,4R)-4-[2-amino-6-(cyclopropylamino)-9H-purin-9-yl]cyclopent-2-en-1-yl}methanol NC1=NC(=C2N=CN(C2=N1)[C@H]1C=C[C@H](C1)CO)NC1CC1